(±)-3-((7-Ethyl-6-oxo-5,6-dihydro-1,5-naphthyridin-3-yl)methyl)-N-methyl-1,2,3,4,4a,5-hexahydropyrazino[1,2-d]pyrido[2,3-b][1,4]oxazine-8-carboxamide C(C)C=1C(NC=2C=C(C=NC2C1)CN1C[C@H]2N(C3=C(OC2)N=C(C=C3)C(=O)NC)CC1)=O |r|